6-((4-(5-nitropyridin-3-yl)-1H-1,2,3-triazol-1-yl)methyl)-1H-indole-1-carboxylic acid tert-butyl ester C(C)(C)(C)OC(=O)N1C=CC2=CC=C(C=C12)CN1N=NC(=C1)C=1C=NC=C(C1)[N+](=O)[O-]